2-cyclohexyl-N-(2-((tetrahydro-2H-pyran-4-yl)methoxy)benzyl)ethanamine C1(CCCCC1)CCNCC1=C(C=CC=C1)OCC1CCOCC1